methyl 2-(benzyloxycarbonylamino)-2-(1-bicyclo[1.1.1]pentanyl)acetate C(C1=CC=CC=C1)OC(=O)NC(C(=O)OC)C12CC(C1)C2